6-Benzyl-13-(2,6-dimethylphenyl)-10-oxa-17λ6-thia-3,6,14,16,23-pentaazatetracyclo[16.3.1.111,15.03,8]tricosa-1(21),11,13,15(23),18(22),19-hexaene-2,17,17-trione C(C1=CC=CC=C1)N1CCN2C(C3=CC=CC(S(NC=4N=C(C=C(OCC2C1)N4)C4=C(C=CC=C4C)C)(=O)=O)=C3)=O